C(C)(C)(C)C=1N(C=CN1)CC1=C(C=C(C=C1)C1=C(SC(=C1)CC(C)C)S(=O)(=O)NC(=O)NCC1=NC=CC=C1)F 1-[[3-[4-[(2-Tert-butylimidazol-1-yl)methyl]-3-fluoro-phenyl]-5-isobutyl-2-thienyl]sulfonyl]-3-(2-pyridylmethyl)urea